NC=1C(N(C(NC1Cl)=O)CC1CCCC1)=O 5-amino-6-chloro-3-(cyclopentylmethyl)pyrimidine-2,4(1H,3H)-dione